amino-1-benzylpyrrolidine-3-carboxylic acid methyl ester COC(=O)C1C(N(CC1)CC1=CC=CC=C1)N